(2S,4R)-N-((S)-3-oxo-1-((S)-2-oxopyrrolidin-3-yl)-4-(trifluoromethoxy)butan-2-yl)-4-(trifluoromethyl)pyrrolidine-2-carboxamide hydrochloride Cl.O=C([C@H](C[C@H]1C(NCC1)=O)NC(=O)[C@H]1NC[C@@H](C1)C(F)(F)F)COC(F)(F)F